FC(C=1C=C(C=CC1)[C@@H](C)N1[C@H](CCC1)C(=O)N)(F)F ((1R)-1-(3-(trifluoromethyl)phenyl)ethyl)-D-prolinamide